5-(5-((1-(dimethylglycyl)piperidin-4-yl)oxy)-3-isopropyl-1H-indol-2-yl)-1,3-dimethylpyridin-2(1H)-one CN(CC(=O)N1CCC(CC1)OC=1C=C2C(=C(NC2=CC1)C=1C=C(C(N(C1)C)=O)C)C(C)C)C